1'-(4-bromophenyl)-6'-methoxy-3',4'-dihydro-1'H-spiro[cyclopentane-1,2'-naphthalene]-1'-ol BrC1=CC=C(C=C1)C1(C2(CCC3=CC(=CC=C13)OC)CCCC2)O